N-((1s,4s)-4-((4-methoxy-5-(1-methyl-1H-benzo[d][1,2,3]triazol-6-yl)-7H-pyrrolo[2,3-d]pyrimidin-2-yl)amino)cyclohexyl)acetamide COC=1C2=C(N=C(N1)NC1CCC(CC1)NC(C)=O)NC=C2C=2C=CC1=C(N(N=N1)C)C2